2-(3,4-dimethylphenyl)-4,4,5,5-tetramethyl-1,3,2-dioxaborolane CC=1C=C(C=CC1C)B1OC(C(O1)(C)C)(C)C